COC(CC[C@H]([C@H](O)C=1SC(=CC1)Cl)C1=CC(=CC=C1)Cl)=O.[C-]#N.C(CCCCCCCC)[NH+]1CC(CC1)C |r| 1-Nonyl-3-Methylpyrrolidinium cyanid racemic-(4S,5S)-(4R,5R)-methyl-4-(3-chlorophenyl)-5-(5-chlorothiophen-2-yl)-5-hydroxypentanoate